6-{4-[(2-fluorophenyl)amino]-3-isopropylimidazo[4,5-c]pyridin-6-yl}-1-[(1S,3s)-3-(piperidin-1-yl)cyclobutyl]spiro[indole-3,4'-piperidin]-2-one FC1=C(C=CC=C1)NC1=NC(=CC2=C1N(C=N2)C(C)C)C2=CC=C1C(=C2)N(C(C12CCNCC2)=O)C2CC(C2)N2CCCCC2